N1=C(C=CC2=CC=CC=C12)C(C(=O)O)S.CS(=O)(=O)CCC1=C(NC(=C1C(=O)N)C1=C(C=CC=C1)[N+](=O)[O-])C1=CC=C(C=C1)C(F)(F)F (2-(methylsulfonyl)ethyl)-5-(2-nitrophenyl)-2-(4-(trifluoromethyl)phenyl)Azole-4-carboxamide quinolinethioglycolate